C(C)OC(=O)C1=C(N=C(S1)NC1=NC(=CC(=N1)N1CCN(CC1)C)N1CCN(CC1)C)C 2-[4,6-bis(4-methyl-piperazin-1-yl)-pyrimidin-2-ylamino]-4-methyl-thiazole-5-carboxylic acid ethyl ester